(chroman-3-yl)(5-methyl-4-(methylsulfonyl)-1-((2-(trimethylsilyl)eth-oxy)methyl)-1H-imidazol-2-yl)methanol O1CC(CC2=CC=CC=C12)C(O)C=1N(C(=C(N1)S(=O)(=O)C)C)COCC[Si](C)(C)C